zinc octenate C(C=CCCCCC)(=O)[O-].[Zn+2].C(C=CCCCCC)(=O)[O-]